(3R,5R)-7-[2-(4-fluorophenyl)-3-phenyl-4-(phenylcarbamoyl)-5-isopropyl-pyrrol-1-yl]-3,5-dihydroxyheptanoic acid FC1=CC=C(C=C1)C=1N(C(=C(C1C1=CC=CC=C1)C(NC1=CC=CC=C1)=O)C(C)C)CC[C@H](C[C@H](CC(=O)O)O)O